4-bromo-1,3-dihydropyrrolo[2,3-b]Pyridin-2-one BrC1=C2C(=NC=C1)NC(C2)=O